2-((2-bromophenyl)(p-toluylamino)methyl)cyclohexan-1-one BrC1=C(C=CC=C1)C(C1C(CCCC1)=O)NC1=CC=C(C=C1)C